2-chloro-N-(1-(8-fluoroquinolin-4-yl)-1H-imidazol-4-yl)pyrrolo[2,1-f][1,2,4]triazin-4-amine ClC1=NN2C(C(=N1)NC=1N=CN(C1)C1=CC=NC3=C(C=CC=C13)F)=CC=C2